3-phenylalanyl-amid C1(=CC=CC=C1)C[C@H](N)C(=O)[NH-]